NC=1C(=NC=C(C1)Br)C(=O)C1=C(C=CC=C1)Cl (3-amino-5-bromopyridin-2-yl)(2-chlorophenyl)methanone